N-thionylaniline S(=O)=NC1=CC=CC=C1